4-(((2,2-Difluoroethyl)(methyl)amino)methyl)-N'-(1,2,3,5,6,7-hexahydro-s-indacen-4-ylcarbamoyl)benzenesulfonimidamide FC(CN(C)CC1=CC=C(C=C1)S(=O)(N)=NC(NC1=C2CCCC2=CC=2CCCC12)=O)F